[Si](C)(C)(C(C)(C)C)N(C(C(F)(F)F)=O)C (tert-butyldimethylsilyl)-N-methyltrifluoroacetamide